BrC=1C=C(C=2N(C1)N=C(C2C=O)F)OCC2=CC=C(C=C2)OC 6-bromo-2-fluoro-4-((4-methoxybenzyl)oxy)pyrazolo[1,5-a]pyridine-3-carbaldehyde